O-tert-butyl-L-β-homoserine C(C)(C)(C)OC[C@H](N)CC(=O)O